6-chloro-3-((1-(5-(4,4-difluoropiperidin-1-yl)-2-(fluoromethyl)-9-methylimidazo[1,2-c]quinazolin-7-yl)ethyl)amino)picolinic acid ClC1=CC=C(C(=N1)C(=O)O)NC(C)C1=CC(=CC=2C=3N(C(=NC12)N1CCC(CC1)(F)F)C=C(N3)CF)C